FC(N1N=C(C(=C1C)CCN1CC2=C(C(=C(C=C2CC1)O)N1CC(NS1(=O)=O)=O)F)C)F 5-(2-{2-[1-(difluoromethyl)-3,5-dimethyl-1H-pyrazol-4-yl]ethyl}-8-fluoro-6-hydroxy-1,2,3,4-tetrahydroisoquinolin-7-yl)-1λ6,2,5-thiadiazolidine-1,1,3-trione